methyl 6-chloro-2-(2,2-difluoro-1-methyl-ethoxy)pyridine-3-carboxylate ClC1=CC=C(C(=N1)OC(C(F)F)C)C(=O)OC